C(C(=C)C)(=O)OC(=O)CC methacryloylethyl-Carboxylate